CC1(OB(OC1(C)C)C1=CC2=C(CN3CCC[C@H]3C2)S1)C (S)-2-(4,4,5,5-Tetramethyl-1,3,2-dioxaborolan-2-yl)-4,4a,5,6,7,9-hexahydrothieno[2,3-f]indolizine